ClC=1C=NC=C(C1B(O)O)Cl 3,5-DICHLOROPYRIDINE-4-BORONIC ACID